1H-indazole-7-carboxylate N1N=CC2=CC=CC(=C12)C(=O)[O-]